(3-[4,5-dimethylthiazol-2-yl])-2,5-diphenyltetrazolium bromide [Br-].CC=1N=C(SC1C)N1N([NH2+]C(=N1)C1=CC=CC=C1)C1=CC=CC=C1